BrC=1C=C2C(=NC(=NC2=CC1)C)N[C@H](C)C1=CC(=CC=C1)C(F)(F)F (R)-6-bromo-2-methyl-N-(1-(3-trifluoromethylphenyl)ethyl)quinazolin-4-amine